C1(=CC=CC=C1)C(C1=CC=CC=C1)=N[C@H]1[C@@H](CCC1)O (1R,2R)-2-[(diphenylmethylene)amino]cyclopentan-1-ol